2-(2-aminoethoxy)-N-(5-chloro-2-ethoxybenzyl)ethan-1-amine hydrochloride Cl.NCCOCCNCC1=C(C=CC(=C1)Cl)OCC